2-chloro-4-(5-(1-(2,5-dichlorophenylsulfonyl)-1,2,3,6-tetrahydropyridin-4-yl)-1,3,4-thiadiazol-2-yl)-N,N-dimethylbenzamide ClC1=C(C(=O)N(C)C)C=CC(=C1)C=1SC(=NN1)C=1CCN(CC1)S(=O)(=O)C1=C(C=CC(=C1)Cl)Cl